3-((N-benzylbenzofuran-5-sulfonylamino)ethynyl)-2-(1H-pyrrol-1-yl)benzoic acid lithium [Li].C(C1=CC=CC=C1)N(S(=O)(=O)C=1C=CC2=C(C=CO2)C1)C#CC=1C(=C(C(=O)O)C=CC1)N1C=CC=C1